sodium 2-(4-(1-(trifluoromethyl)cyclopropyl)phenyl)malonate FC(C1(CC1)C1=CC=C(C=C1)C(C(=O)[O-])C(=O)[O-])(F)F.[Na+].[Na+]